(2,2-dimethylpiperazin-1-yl)-(4-hydroxycyclohexyl)methanone CC1(N(CCNC1)C(=O)C1CCC(CC1)O)C